ClC=1C(=NC(=NC1)N[C@H]1CN(CC1)CC(=O)N1CCC(CC1)CN1CCNCC1)C1=CNC2=CC=CC=C12 (R)-2-(3-((5-chloro-4-(1H-indol-3-yl)pyrimidin-2-yl)amino)pyrrolidin-1-yl)-1-(4-(piperazin-1-ylmethyl)piperidin-1-yl)ethane-1-one